[2-(aminomethyl)-3,3-difluoro-allyl]-4-[[5-[2-(3,4-dihydro-2H-1,4-benzoxazin-6-yl)ethynyl]-2-thienyl]methyl]-1,2,4-triazol-3-one bistrifluoroacetate FC(C(=O)O)(F)F.FC(C(=O)O)(F)F.NCC(CC=1N(C(NN1)=O)CC=1SC(=CC1)C#CC=1C=CC2=C(NCCO2)C1)=C(F)F